(3,3-difluoroazetidin-1-yl)(6-(4-((3-fluoro-4-(1H-pyrazol-4-yl)phenyl)amino)pyrimidin-2-yl)-1H-indol-2-yl)methanone FC1(CN(C1)C(=O)C=1NC2=CC(=CC=C2C1)C1=NC=CC(=N1)NC1=CC(=C(C=C1)C=1C=NNC1)F)F